4-[(tert-butoxy)carbonyl]morpholine-2-carboxylic acid C(C)(C)(C)OC(=O)N1CC(OCC1)C(=O)O